alpha-chlorododecanoic acid ammonium [NH4+].ClC(C(=O)O)CCCCCCCCCC